N-(2-(1H-PYRAZOL-1-YL)BENZYL)-3-ISOPROPYL-6-(PIPERIDIN-3-YLTHIO)IMIDAZO[1,2-A]PYRAZIN-8-AMINE HYDROCHLORIDE Cl.N1(N=CC=C1)C1=C(CNC=2C=3N(C=C(N2)SC2CNCCC2)C(=CN3)C(C)C)C=CC=C1